ClC1=CC=C2CC(COC2=C1)NC(=O)[C@H]1N(C[C@@H](C1)O)C([C@H](C(C)(C)C)N1N=NC(=C1)C1CC1)=O (2S,4r)-N-(7-chlorochroman-3-yl)-1-[(2S)-2-(4-cyclopropyltriazol-1-yl)-3,3-dimethyl-butyryl]-4-hydroxy-pyrrolidine-2-carboxamide